CC(C(=O)OCC(C)(C1=CC(=CC=C1)Cl)NC1=NC2=C(N1)C(=CC=C2)CN)(C)C 2-{[7-(aminomethyl)-1H-1,3-benzodiazol-2-yl]amino}-2-(3-chlorophenyl)propyl 2,2-dimethylpropanoate